[4-[(1S,2S)-6-tert-butoxy-2-phenyl-tetralin-1-yl]-2-fluoro-5-methoxy-phenyl] 1,1,2,2,3,3,4,4,4-nonafluorobutane-1-sulfonate FC(C(C(C(F)(F)F)(F)F)(F)F)(S(=O)(=O)OC1=C(C=C(C(=C1)OC)[C@H]1[C@H](CCC2=CC(=CC=C12)OC(C)(C)C)C1=CC=CC=C1)F)F